4-cyano-2-((4-fluoro-2-methylphenyl)amino)-N-(6-methoxypyridin-3-yl)benzamide C(#N)C1=CC(=C(C(=O)NC=2C=NC(=CC2)OC)C=C1)NC1=C(C=C(C=C1)F)C